3-((1S,3R,5S)-adamantan-1-yl)propan-1-ol C12(CC3CC(CC(C1)C3)C2)CCCO